COC1=CC=C(C=C1)/C=C/C(=O)OC1(CC=C(CC1)C)C(C)C 1-isopropyl-4-methylcyclohex-3-en-1-yl (E)-3-(4-methoxyphenyl)acrylate